FC=1C=C2C(=NC(=NC2=C(C1C1=CC=CC=2CCCCC12)F)OCC12CCCN2CCC1)N1[C@H]2CCN([C@@H]2C1)C(C=C)=O 1-((1R,5S)-6-(6,8-difluoro-2-((tetrahydro-1H-pyrrolizin-7a(5H)-yl)methoxy)-7-(5,6,7,8-tetrahydronaphthalen-1-yl)quinazolin-4-yl)-2,6-diazabicyclo[3.2.0]hept-2-yl)prop-2-en-1-one